7-[4-(6-methoxypyridin-2-yl)piperidin-1-yl]-3-oxa-9-azabicyclo[3.3.1]nonane-9-carboxylic acid ethyl ester C(C)OC(=O)N1C2COCC1CC(C2)N2CCC(CC2)C2=NC(=CC=C2)OC